FC1([C@@H]([C@H](CCC1)O[C@@H]1CN(CC1)C(C)C)NC(=O)N1C[C@@H]2CN(C[C@@H]2C1)C1=CC=CC=C1)F (3ar,6as)-N-[(1r,6S)-2,2-difluoro-6-{[(3S)-1-(propan-2-yl)pyrrolidin-3-yl]oxy}cyclohexyl]-5-phenylhexahydropyrrolo[3,4-c]pyrrole-2(1H)-carboxamide